C1(=CC=CC=C1)C=1C=C(N=C2C3CCN(C12)CC3)N3N=C(N=C3N)NC3=CC(=C(C=C3)N3CC(NCC3)C(=O)O)F 1-(1,4-ethano-8-phenyl-1,2,3,4-tetrahydro-1,5-naphthyridin-6-yl)-N3-(3-fluoro-4-(3-carboxypiperazin-1-yl)phenyl)-1H-1,2,4-triazole-3,5-diamine